tert-butyl (6-(2-morpholinobenzo[d]thiazole-4-carboxamido)hexyl)carbamate O1CCN(CC1)C=1SC=2C(N1)=C(C=CC2)C(=O)NCCCCCCNC(OC(C)(C)C)=O